N1N=NC(=C1)C12CC(C1)(C2)NC(OC(C)(C)C)=O tert-butyl (3-(1H-1,2,3-triazol-4-yl)bicyclo[1.1.1]pentan-1-yl)carbamate